N-(2-bromopyridin-4-yl)-N-(2,2-difluoroethyl)-6-fluoro-1-methylpyrido[4,3-e][1,2,4]triazolo[4,3-a]pyrimidin-5-amine BrC1=NC=CC(=C1)N(C1=NC=2N(C3=C1C(=CN=C3)F)C(=NN2)C)CC(F)F